IC1OCC2=CC(=CC=C2C1)N1CCN(CC1)C 3-iodo-7-(4-methylpiperazin-1-yl)isochroman